CS(=O)(=O)ONC(OCC(Cl)(Cl)Cl)=O 2,2,2-trichloroethyl ((methylsulfonyl)oxy)carbamate